S(N)(OCC[C@@H]1OC(O[C@H]1CC1=CC=CC=C1)(C)C)(=O)=O 2-((4S,5S)-5-benzyl-2,2-dimethyl-1,3-dioxolan-4-yl)ethyl sulfamate